2-((4-((R)-2-(4-chloro-2-fluorophenyl)-4-fluoro-2H-chromene-8-yl-2-d)piperidin-1-yl)methyl)-3-(((S)-oxetan-2-yl)methyl)-3H-imidazo[4,5-b]Pyridine-5-carboxylic acid ClC1=CC(=C(C=C1)[C@@]1(OC2=C(C=CC=C2C(=C1)F)C1CCN(CC1)CC1=NC=2C(=NC(=CC2)C(=O)O)N1C[C@H]1OCC1)[2H])F